5-bromo(2-thienyl)-N-(2-chlorophenyl)carboxamide BrC=1C=CC(=C(C1)NC(=O)C=1SC=CC1)Cl